2-ethyl-3-propyl-1,3-propanediol C(C)C(CO)C(O)CCC